racemic-2-((2S,2S)-2-(4-(2,2-difluoroethoxy)phenyl)cyclopropyl)-4,4,5,5-tetramethyl-1,3,2-dioxaborolane FC(COC1=CC=C(C=C1)[C@@H]1[C@@H](C1)B1OC(C(O1)(C)C)(C)C)F |&1:11|